C1(CC1)C1(C(C=NC(=C1)N)[2H])C1=CC=CC=C1 4-cyclopropyl-6-amino-4-phenylpyridine-3-d